[OH-].C[N+](CC1=CC=CC=C1)(C)C N,N,N-trimethyl-N-benzyl-ammonium hydroxide